N-methyl-D-alaninamide CNC([C@H](N)C)=O